ClC=1C=C2C=C(NC2=CC1OCC1=CC(=NO1)C)CNC(=O)N1CC(C1)(F)F N-((5-chloro-6-((3-methylisoxazol-5-yl)methoxy)-1H-indol-2-yl)methyl)-3,3-difluoroazetidine-1-carboxamide